ClC1=CC=NC2=C(C=CC=C12)NS(=O)(=O)C1=CC=NN1C(C)C N-(4-chloro-quinolin-8-yl)-1-iso-propyl-1H-pyrazole-5-sulfonamide